FC(C(=O)O)(F)F.N1C(NC(C12CCNCC2)=O)=O 1,3,8-triazaspiro[4.5]decane-2,4-dione trifluoroacetate